1,3-bis-aminopropyl-tetramethyl-disilane NC(CCN)[SiH]([Si](C)(C)C)C